OCC(CCCC(OC1OCCCC1)C=1C=C(C=CC1)C=CC(=O)OCC)(C)C ethyl 3-(3-(6-hydroxy-5,5-dimethyl-1-((tetrahydro-2H-pyran-2-yl)oxy)hexyl)phenyl)acrylate